chromium diethanol C(C)O.C(C)O.[Cr]